7-Methylbenzothiazol-2-thiol CC1=CC=CC=2N=C(SC21)S